Methyl-1-(4-bromo-2,3-dimethoxybenzyl)-1H-pyrazole CC1=NN(C=C1)CC1=C(C(=C(C=C1)Br)OC)OC